COC(=O)C=1N(C=C(C1)NC(=O)C=1N(C=C(C1)[N+](=O)[O-])C)C 1-Methyl-4-(1-methyl-4-nitro-1H-pyrrole-2-carboxamido)-1H-pyrrole-2-carboxylic acid methyl ester